The molecule is an aromatic amine that is diphenylmethane substituted at the 4-position of each benzene ring by an amino group. It has a role as a carcinogenic agent and an allergen. It derives from a hydride of a diphenylmethane. C1=CC(=CC=C1CC2=CC=C(C=C2)N)N